OC1=CC(=C(NC1=O)C(=O)OCC)C(=O)OCC diethyl 5-hydroxy-6-oxo-1,6-dihydropyridine-2,3-dicarboxylate